Tert-butyl (S)-4-(7-bromo-2-(((S)-1-methylpyrrolidin-2-yl) methoxy)-8-oxo-6-(trifluoromethyl)-8H-pyrido[2,1-f][1,2,4]triazin-4-yl)-3-methylpiperazine-1-carboxylate BrC1=C(C=C2C(=NC(=NN2C1=O)OC[C@H]1N(CCC1)C)N1[C@H](CN(CC1)C(=O)OC(C)(C)C)C)C(F)(F)F